beta-alanine citrate C(CC(O)(C(=O)O)CC(=O)O)(=O)O.NCCC(=O)O